Cl.NC1=C2N(C(N(C2=NC=N1)C1CN(CC1)CCC1CCNCC1)=O)C1=CC=C(C=C1)OC1=CC=CC=C1 6-amino-7-(4-phenoxyphenyl)-9-{1-[2-(piperidin-4-yl)ethyl]pyrrolidin-3-yl}purin-8-one hydrochloride